5-trans-p-coumarate C(\C=C\C1=CC=C(C=C1)O)(=O)[O-]